methyl (S)-7-((9,9-difluoro-9H-fluorene-2-carbonyl)glycyl)-1,4-dioxa-7-azaspiro[4.4]nonane-8-carboxylate FC1(C2=CC=CC=C2C=2C=CC(=CC12)C(=O)NCC(=O)N1CC2(OCCO2)C[C@H]1C(=O)OC)F